ClC=1C(=C(C=CC1)N\C=N\C1=C(C(=CC=C1)Cl)F)F (E)-N,N'-bis(3-chloro-2-fluorophenyl)formimidamide